4-bromo-2-[3-(3,5-dibromophenyl)ureido]benzamide BrC1=CC(=C(C(=O)N)C=C1)NC(=O)NC1=CC(=CC(=C1)Br)Br